4-fluoro-1-(4-iodobenzyl)-1H-indole-7-carboxylic acid FC1=C2C=CN(C2=C(C=C1)C(=O)O)CC1=CC=C(C=C1)I